triethyl-benzyl-phosphorus hydroxide C(C)P(CC1=CC=CC=C1)(CC)(CC)O